C(CCCCCCCCC\C=C/CCCCCCCC)CCCCCCCCC=CCCCCCCCCCC(=O)O gondoyl-(11-eicosenoyl) alcohol